[Se](=O)([O-])[O-].[Na+].[Se+2] selenium-sodium selenite